2-methylthio-N-(2-pyrimidylmethyl)-5-pyrimidinecarboxamide CSC1=NC=C(C=N1)C(=O)NCC1=NC=CC=N1